BrCCOCC1=CC=CC=C1 (2-bromo-ethoxymethyl)-benzene